2-((R)-7-(tert-butoxycarbonyl)-1-oxo-2,7-diazaspiro[4.4]nonan-2-yl)-3-methylbutanoic acid C(C)(C)(C)OC(=O)N1C[C@@]2(CCN(C2=O)C(C(=O)O)C(C)C)CC1